Benzen-1,3-Dicarboxylic acid C1(=CC(=CC=C1)C(=O)O)C(=O)O